3-(1H-pyrrol-2-yl)propan-1-ol N1C(=CC=C1)CCCO